2-(5-methoxy-4-oxo-benzo[d][1,2,3]triazin-3(4H)-yl)acetic acid COC1=CC=CC=2N=NN(C(C21)=O)CC(=O)O